1-(1H-Benzo[d]imidazol-5-yl)-5-m-tolylimidazolidin-2-on N1C=NC2=C1C=CC(=C2)N2C(NCC2C=2C=C(C=CC2)C)=O